7,8-dichlorooctanol ClC(CCCCCCO)CCl